CCC(C(=O)[O-])(F)C1=C(C(=CC=C1)Cl)Cl methyl-(2,3-dichlorophenyl)-2-fluoro-propionate